methoxymethyl 4-hydroxy-2,6-dimethyl-3-vinylbenzoate OC1=C(C(=C(C(=O)OCOC)C(=C1)C)C)C=C